4-amino-N-(4-(2-(2-aminopyridin-3-yl)-5-phenyl-3H-imidazo[4,5-b]pyridin-3-yl)benzyl)benzamide NC1=CC=C(C(=O)NCC2=CC=C(C=C2)N2C(=NC=3C2=NC(=CC3)C3=CC=CC=C3)C=3C(=NC=CC3)N)C=C1